FC1(C(C2=C(N(C=C2C(F)(F)F)C=2C=C(C#N)C=CC2)C1)O)F 3-(5,5-difluoro-4-hydroxy-3-(trifluoromethyl)-5,6-dihydro-cyclopenta[b]pyrrol-1(4H)-yl)benzonitrile